1-(4-chlorophenyl)prop-2-yn-1-one ClC1=CC=C(C=C1)C(C#C)=O